[Cl-].C(CCCCCCCCCC)[NH+]1CC(CCC1)CCCC 1-Undecyl-3-butylpiperidinium chlorid